9-methyl-2-(4-(quinolin-7-yloxy)butyl)-2,3,4,9-tetrahydro-1H-pyrido[3,4-b]indole CN1C2=C(C3=CC=CC=C13)CCN(C2)CCCCOC2=CC=C1C=CC=NC1=C2